((tetrahydro-1H-pyrrolizin-7a(5H)-yl)methoxy)-4a,8a-dihydroquinoline-3-acetonitrile C1CCN2CCCC12COC1=NC2C=CC=CC2C=C1CC#N